BrCC1=CC(=CC(=C1)CBr)CBr 2,4,6-Tri(bromomethyl)benzene